COC=1C=CC(=C(C1)C=1CCC(CC1)CO)C(F)(F)F (5'-methoxy-2'-(trifluoromethyl)-2,3,4,5-tetrahydro-[1,1'-biphenyl]-4-yl)methanol